C1(CCC1)NC(=O)C=1C=C(C(N(C1)CC1=CC(=CC=C1)CO)=O)C(=O)NC N5-cyclobutyl-1-(3-(hydroxymethyl)benzyl)-N3-methyl-2-oxo-1,2-dihydropyridine-3,5-dicarboxamide